(1s,3s)-3-(6'-bromo-2'-oxospiro[cyclopropane-1,3'-indolin]-1'-yl)-1-(piperidin-1-yl)cyclobutane-1-carbonitrile BrC1=CC=C2C3(C(N(C2=C1)C1CC(C1)(C#N)N1CCCCC1)=O)CC3